[Na+].C1(CCCCC1)C(=O)[O-] cyclohexane-1-carboxylic acid sodium salt